5-trifluoromethyl-1H-indazole FC(C=1C=C2C=NNC2=CC1)(F)F